(5-toluoyloxyimino-5H-thiophen-2-ylidene)-2-methylphenyl-acetonitrile C=1(C(=CC=CC1)C(=O)ON=C1C=CC(S1)=C(C#N)C1=C(C=CC=C1)C)C